BrC=1C=C2CC3(CC2=CC1)C1=CC=CC=C1C=1C=CC=CC13 5'-Bromo-1',3'-dihydrospiro[fluorene-9,2'-indene]